Ethyl 2-(3,4-dichloropyridine-2-carbonyl)-3-[(4-methoxyphenyl)methylamino]prop-2-enoate ClC=1C(=NC=CC1Cl)C(=O)C(C(=O)OCC)=CNCC1=CC=C(C=C1)OC